6-[2-(ethylcarbamoyl)phenyl]sulfanyl-3-iodoindazole-1-carboxylic acid tert-butyl ester C(C)(C)(C)OC(=O)N1N=C(C2=CC=C(C=C12)SC1=C(C=CC=C1)C(NCC)=O)I